C1(=CC=CC=C1)S(=O)(=O)C=1N=COC1 4-(benzenesulfonyl)oxazole